C1(CCCCC1)N1N=C(C2=C1N(C([C@H]([C@H]2C2=CC=C(C=C2)F)NC(C2=CC(=CC=C2)C)=O)=O)CC)C N-[(4S,5S)-1-cyclohexyl-7-ethyl-4-(4-fluorophenyl)-3-methyl-6-oxo-1H,4H,5H,6H,7H-pyrazolo[3,4-b]pyridin-5-yl]-3-methylbenzamide